5-nitro-1,2,4-triazole [N+](=O)([O-])C1=NC=NN1